4-(4-amino-6-(4-methacrylamido-phenyl)-7-methyl-7H-pyrrolo[2,3-d]pyrimidin-5-yl)-N-cyclopentyl-N-methylbenzamide NC=1C2=C(N=CN1)N(C(=C2C2=CC=C(C(=O)N(C)C1CCCC1)C=C2)C2=CC=C(C=C2)NC(C(=C)C)=O)C